N1C(=NC2=C1C=CC=C2)NC(CCNC(C)=O)C2=CC(=CC=C2)OC(F)(F)F N-{3-[(1H-1,3-benzodiazol-2-yl)amino]-3-[3-(trifluoromethoxy)phenyl]propyl}acetamide